C(C=C)(=O)[Au].[Al] aluminum alloyl-gold